2-carboxy-N,N-dimethyl-N-[2'-(methacryloyl)oxyethyl]ethylammonium C(=O)(O)CC[N+](CCOC(C(=C)C)=O)(C)C